N(=[N+]=[N-])CCOCCCC1=CC2=C(N(C(N2C)=O)C2CNCCC2)C=C1 3-[5-[3-(2-azidoethoxy)propyl]-3-methyl-2-oxo-benzimidazol-1-yl]piperidine